3-(2-(2-(2-azidoethoxy)ethoxy)ethoxy)-2-((2-(2-(2-azidoethoxy)ethoxy)ethoxy)methyl)-2-methylpropan-1-ol N(=[N+]=[N-])CCOCCOCCOCC(CO)(C)COCCOCCOCCN=[N+]=[N-]